(E)-tert-butyl 4-(5-(3-(3,4-dimethoxyphenyl)acryloyl)pyridin-3-ylamino)-4-oxobutanoate COC=1C=C(C=CC1OC)/C=C/C(=O)C=1C=C(C=NC1)NC(CCC(=O)OC(C)(C)C)=O